NC=1C2=C(N=CN1)N(C=C2C2=NN(C=C2)C)[C@H]2[C@H]([C@@H]([C@H](O2)C(=O)NC2=CC=C1C=CC(=NC1=C2)N2CCC2)O)F (2S,3R,4S,5R)-5-[4-amino-5-(1-methyl-1H-pyrazol-3-yl)-7H-pyrrolo[2,3-d]pyrimidin-7-yl]-N-[2-(azetidin-1-yl)quinolin-7-yl]-4-fluoro-3-hydroxyoxolane-2-carboxamide